β-Phenyl-γ-aminobutyric acid C1(=CC=CC=C1)C(CC(=O)O)CN